S1C(=CC2=C1C=CC=C2)C([O-])=S benzothiophenethioate